tert-Butyl ((1s,4s)-4-((3-bromo-5-nitro-1-(phenylsulfonyl)-1H-pyrrolo[2,3-b]pyridin-4-yl)amino)-1-methylcyclohexyl)carbamate BrC1=CN(C2=NC=C(C(=C21)NC2CCC(CC2)(C)NC(OC(C)(C)C)=O)[N+](=O)[O-])S(=O)(=O)C2=CC=CC=C2